(triphenyl-pentafluorophenyl) borate B(OC1(C(C(C(C(=C1F)F)F)(F)C1=CC=CC=C1)(F)C1=CC=CC=C1)C1=CC=CC=C1)([O-])[O-]